1-((1s,3s)-3-((4-methoxy-5-(3-methyl-[1,2,4]triazolo[4,3-a]pyridin-6-yl)-7H-pyrrolo[2,3-d]pyrimidin-2-yl)amino)-1-methylcyclobutyl)pyrrolidin-2-one COC=1C2=C(N=C(N1)NC1CC(C1)(C)N1C(CCC1)=O)NC=C2C=2C=CC=1N(C2)C(=NN1)C